O=C1OC(CC1C1CC(C2=C(C1)C(=O)OC2=O)C)=O 5-(2,5-bisoxo-tetrahydro-3-furanyl)-3-methylcyclohexene-1,2-dicarboxylic anhydride